N-(3-bromo-5-(trifluoromethyl)phenyl)-3-(imidazo[1,2-b]pyridazin-3-ylethynyl)-4-methylbenzamide BrC=1C=C(C=C(C1)C(F)(F)F)NC(C1=CC(=C(C=C1)C)C#CC1=CN=C2N1N=CC=C2)=O